FC1(CCC(CC1)N1C(C(=CC(=C1)C)C=1C(=C(C(=O)N)C=CC1I)N1CCC2(CC2)CC1)=O)F (1-(4,4-difluorocyclohexyl)-5-methyl-2-oxo-1,2-dihydropyridin-3-yl)-4-iodo-2-(6-azaspiro[2.5]octan-6-yl)benzamide